C(C)C1(C(CCC(C1)=O)=O)CC Diethyl-1,4-cyclohexandion